O1CC(C1)COC=1C=C(C=CC1)C1=C(C(=O)N)C=CC=N1 (3-(oxetan-3-ylmethoxy)phenyl)nicotinamide